6,7-dihydro-5H-pyrrolo[3,4-d]pyrimidin N1=CN=CC2=C1CNC2